C12(CC(C1)C2)C=2N=C1N(C=C(C(=C1)OC(C)C)C(=O)O)C2 2-(bicyclo[1.1.1]pent-1-yl)-7-isopropoxyimidazo[1,2-a]pyridine-6-carboxylic acid